3-(5-((2-(2-Fluorobenzyl)-2,9-diazaspiro[5.5]undecan-9-yl)sulfonyl)pyridin-2-yl)oxazolidin-2-one FC1=C(CN2CC3(CCC2)CCN(CC3)S(=O)(=O)C=3C=CC(=NC3)N3C(OCC3)=O)C=CC=C1